N-(1,3-dimethylbutyloxy)-3-aminopropyl-triethoxysilane CC(CC(C)C)ONCCC[Si](OCC)(OCC)OCC